(2-hydroxypropyl)butanol OC(CC(CCC)O)C